(S)-3,3'-bis(2,4,6-triisopropylphenyl)-1,1'-binaphthol phosphate P(=O)(O)(O)OC=1C(=C2C=CC=CC2=CC1C1=C(C=C(C=C1C(C)C)C(C)C)C(C)C)C1=CC(=CC2=CC=CC=C12)C1=C(C=C(C=C1C(C)C)C(C)C)C(C)C